O=C(CC[C@H]1NC(OC1)=O)N1CC(C1)C1=CC=C(C=C1)N1CC(C1)OCC(F)(F)F (4R)-4-[3-Oxo-3-[3-[4-[3-(2,2,2-trifluoroethoxy)azetidin-1-yl]phenyl]azetidin-1-yl]propyl]oxazolidin-2-one